C(C)(C)(C)OC(=O)NC1=CC=C(C[Zn+])C=C1 (4-((tert-butoxycarbonyl)amino)benzyl)zinc (II)